C(C)C1=NC2=C(C=3C(C=C(C(C13)=O)SC1=CC=CC=C1)=O)C(N(C(N2C)=O)C)=O 6-Ethyl-2,4-dimethyl-8-(phenylthio)pyrimido[4,5-c]Isochinolin-1,3,7,10(2H,4H)-Tetraon